(S)-6-((5-fluoro-(1,2,3,4-tetrahydronaphthyl))amino)-3-isopropylpyrimidine-2,4(1h,3h)-dione FC1=C2CCC[C@@H](C2=CC=C1)NC1=CC(N(C(N1)=O)C(C)C)=O